1-ethynyl-1-(difluoromethyl)cyclopropane C(#C)C1(CC1)C(F)F